3-(5-(((1-(6-(5-((R)-2-(2,4-difluorophenyl)pyrrolidin-1-yl)pyrazolo[1,5-a]Pyrimidin-3-yl)pyridin-2-yl)piperidin-4-yl)(methyl)amino)methyl)-1-oxoisoindoline-2-yl)piperidine FC1=C(C=CC(=C1)F)[C@@H]1N(CCC1)C1=NC=2N(C=C1)N=CC2C2=CC=CC(=N2)N2CCC(CC2)N(C)CC=2C=C1CN(C(C1=CC2)=O)C2CNCCC2